O[C@@]1([C@@H](C2=CC=CC=C2C1)NC(=O)C=1C=C2[C@@H](C[C@H](C2=CC1)C)N1C(NC(CC1=O)(C)C)=N)C (1R,3R)-N-[(1R,2S)-2-hydroxy-2-methyl-indan-1-yl]-3-(2-imino-4,4-dimethyl-6-oxo-hexahydropyrimidin-1-yl)-1-methyl-indane-5-carboxamide